3,7-dimethyloctan-1-al CC(CC=O)CCCC(C)C